Br.C(=O)(OCC1C2=CC=CC=C2C2=CC=CC=C12)NCCCCCCN N-Fmoc-1,6-hexanediamine hydrobromide